C(C)(C)(C)OC(=O)N1C(C[C@H](C1)C1=CC=C(C=C1)N)=O.C(C)C=1C(NC=2C=C(C=NC2C1)CC1CCN(CC1)C=1C=CC(=NC1)C(=O)NC)=O 5-(4-((7-Ethyl-6-oxo-5,6-dihydro-1,5-naphthyridin-3-yl)methyl)piperidin-1-yl)-N-methyl-Pyridinamide tert-butyl-(S)-4-(4-aminophenyl)-2-oxo-pyrrolidine-1-carboxylate